The molecule is a dioxo monocarboxylic acid anion that is the conjugate base of 9,17-dioxo-1,2,3,4,10,19-hexanorandrostan-5-oic acid, arising from deprotonation of the carboxy group; major species at pH 7.3. It has a role as a bacterial metabolite. It is a conjugate base of a 9,17-dioxo-1,2,3,4,10,19-hexanorandrostan-5-oic acid. C[C@]12CCC(=O)[C@H]([C@@H]1CCC2=O)CCC(=O)[O-]